C1(CC1)C1=NC=NC(=C1C1=NCC=2C(=N1)N(NC2)CC2=CC=C(C=C2)C2=NN(C(=N2)C(F)(F)F)C)OC 6-(4-cyclopropyl-6-methoxypyrimidin-5-yl)-1-(4-(1-methyl-5-(trifluoromethyl)-1H-1,2,4-triazol-3-yl)benzyl)4H-pyrazolo[3,4-d]pyrimidine